6,11-dioxo-1,2,3,4,6,11-hexahydrotetracene-2-carboxamide O=C1C=2C=C3CCC(CC3=CC2C(C2=CC=CC=C12)=O)C(=O)N